ClC1=NC=C(C(=C1)C=O)C 2-CHLORO-5-METHYLPYRIDINE-4-CARBOXALDEHYDE